COC1=C(C=CC2=NC(=NC(=N2)C(Cl)(Cl)Cl)C(Cl)(Cl)Cl)C=CC(=C1)OC 2-(2,4-dimethoxystyryl)-4,6-bis(trichloromethyl)-1,3,5-triazine